ClC=1C=CC(=NC1)C1(CCC(CC1)N1C=CC=C1)C#N (3S)-1-[trans-4-(5-chloropyridin-2-yl)-4-cyanocyclohexyl]Azole